2,2'-diMethyl-4,4'-diaMinobiphenyl CC1=C(C=CC(=C1)N)C1=C(C=C(C=C1)N)C